azobis[4-cyanovaleric acid] N(=NC(C(=O)O)CC(C)C#N)C(C(=O)O)CC(C)C#N